C1(=CC=CC=C1)C=1C=NC2=C(C=CC=C2C1)C1=CC=CC=C1 3,8-diphenylquinoline